ClC1=CC=C(S1)CN(C1=C(C(=NN1C(=O)C1=COC=C1C)C1NC(C1C(F)(F)F)=O)C#N)C 5-{[(5-chlorothiophen-2-yl)methyl](methyl)amino}-1-(4-methylfuran-3-carbonyl)-3-[4-oxo-3-(trifluoromethyl)azetidin-2-yl]-1H-pyrazole-4-carbonitrile